N-[(1S)-1-cyclopropylethyl]-3-{4-[(2S)-2-[(1-ethyl-1H-pyrazol-5-yl)formamido]-2-[(1r,4S)-4-methylcyclohexyl]acetamido]-3-fluorophenyl}-2-propanamidobutanamide C1(CC1)[C@H](C)NC(C(C(C)C1=CC(=C(C=C1)NC([C@H](C1CCC(CC1)C)NC(=O)C1=CC=NN1CC)=O)F)NC(CC)=O)=O